C[C@@H]1CN(C[C@@H](N1)C)CC1=CC=CC=C1O 6-(((3R,5S)-3,5-dimethylpiperazin-1-yl)methyl)phenol